methyl 2-[(6-benzyloxy-2-pyridyl)-methyl-amino]acetate C(C1=CC=CC=C1)OC1=CC=CC(=N1)N(CC(=O)OC)C